N-(3-(1-(4-methyl-4H-1,2,4-triazol-3-yl)propan-2-yl)phenyl)picolinamide CN1C(=NN=C1)CC(C)C=1C=C(C=CC1)NC(C1=NC=CC=C1)=O